CC1=CC=C(CC2C(C3(CCC2C3(C)C)C)=O)C=C1 4-methyl-benzyl-camphor